COC1=CC=C(C=C1)CN1C(N(C=CC1=O)C1=CC=C(C=C1)N1CCC(CC1)COCCOCCNC(OC(C)(C)C)=O)=O tert-butyl N-[2-[2-[[1-[4-[3-[(4-methoxyphenyl) methyl]-2,4-dioxo-pyrimidin-1-yl]phenyl]-4-piperidyl]methoxy]ethoxy]ethyl]carbamate